(2S,5R)-tert-butyl 2-((2S,3S)-1-(benzhydrylamino)-3-methyl-1-oxopentan-2-ylcarbamoyl)-5-phenylpyrrolidine-1-carboxylate C(C1=CC=CC=C1)(C1=CC=CC=C1)NC([C@H]([C@H](CC)C)NC(=O)[C@H]1N([C@H](CC1)C1=CC=CC=C1)C(=O)OC(C)(C)C)=O